4-(4,4,5,5-tetramethyl-1,3,2-dioxaborolan-2-yl)-1-(2,2,6,6-tetramethyltetrahydropyran-4-yl)pyrazole CC1(OB(OC1(C)C)C=1C=NN(C1)C1CC(OC(C1)(C)C)(C)C)C